N=C(CCCSCCC(=O)OCCCCCCCCCCCCCCCC)NCCN(CCNC(CCCSCCC(=O)OCCCCCCCCCCCCCCCC)=N)C dihexadecyl 8,16-diimino-12-methyl-4,20-dithia-9,12,15-triazatricosanedioate